CC1=C2N(C(C(=C1)NC=1N=CC3=C(N1)SC(=C3)C(=O)O)=O)C3(NC2=O)CCCC3 (8'-methyl-1',5'-dioxo-1',5'-dihydro-2'H-spiro[cyclopentane-1,3'-imidazo[1,5-a]pyridin]-6'-ylamino)thieno[2,3-d]pyrimidine-6-carboxylic acid